3-nitro-4-(1-(oxetan-3-yl)azetidin-3-ylamino)benzenesulfonamide [N+](=O)([O-])C=1C=C(C=CC1NC1CN(C1)C1COC1)S(=O)(=O)N